2-ethyldecyl-sulphonate C(C)C(CS(=O)(=O)[O-])CCCCCCCC